N1(N=CC2=CC=CC=C12)C(COC1=C(C(=C(C=C1)C(C(CC)=C)=O)Cl)Cl)=O 1-(4-(2-(1H-indazol-1-yl)-2-oxoethoxy)-2,3-dichlorophenyl)-2-methylenebutan-1-one